[4-(4-methylbenzothioyl)phenyl]-phenylketone CC1=CC=C(C(=S)C2=CC=C(C=C2)C(=O)C2=CC=CC=C2)C=C1